N-(3alpha,7alpha-dihydroxy-4beta-fluoro-6alpha-ethyl-5beta-cholan-24-yl)-3-trifluoromethylphenyl-sulfonamide O[C@H]1[C@@H]([C@H]2[C@H]([C@H]([C@H]3[C@@H]4CC[C@H]([C@@H](CCCNS(=O)(=O)C5=CC(=CC=C5)C(F)(F)F)C)[C@]4(CC[C@@H]3[C@]2(CC1)C)C)O)CC)F